(2R)-2-(6-{5-chloro-2-[(2-methylpyrimidin-4-yl)amino]pyrimidin-4-yl}-1-oxo-2,3-dihydro-1H-isoindol-2-yl)-N-[(1S)-2-hydroxy-1-[6-(4-methylpiperazin-1-yl)pyridin-2-yl]ethyl]propanamide ClC=1C(=NC(=NC1)NC1=NC(=NC=C1)C)C1=CC=C2CN(C(C2=C1)=O)[C@@H](C(=O)N[C@H](CO)C1=NC(=CC=C1)N1CCN(CC1)C)C